CCCCCCCCCCCCCCCCCCC(=O)N[C@@H](COP(=O)([O-])OCC[N+](C)(C)C)[C@@H](CCCCCCCCCCCCCCC)O The molecule is an N-acylsphinganine-1-phosphocholine in which the ceramide N-acyl group is specified as nonadecanoyl. It is a N-acylsphinganine-1-phosphocholine and a sphingomyelin 37:0. It derives from a nonadecanoic acid.